FC(C(=O)O)(F)F.N1=CN=CC(=C1)C(=O)N pyrimidine-5-carboxamide 2,2,2-trifluoroacetate